FN1N=CC2=CC=CC(=C12)NC(C)C fluoro-7-(isopropylamino)-1H-indazol